1-(7-(6-chloro-8-methoxy-7-(5-methyl-1H-indazol-4-yl)-2-(1-methylpiperidine-4-yl)-quinazolin-4-yl)-2,7-diazaspiro[3.5]nonan-2-yl)prop-2-en-1-one ClC=1C=C2C(=NC(=NC2=C(C1C1=C2C=NNC2=CC=C1C)OC)C1CCN(CC1)C)N1CCC2(CN(C2)C(C=C)=O)CC1